N-naphthylidene-3-(trimethoxysilyl)propan-1-amine C1(CC=CC2=CC=CC=C12)=NCCC[Si](OC)(OC)OC